FC(COC1=CC=C(C=C1)CCC(=O)[O-])(C(F)F)F 3-[4-(2,2,3,3-tetrafluoropropoxy)phenyl]propanoate